2-(3,5-Dimethoxyphenoxyacetamido)-N-(furan-2-ylmethyl)benzamide isopropylvanillate C(C)(C)OC(C1=CC(OC)=C(O)C=C1)=O.COC=1C=C(OCC(=O)NC2=C(C(=O)NCC=3OC=CC3)C=CC=C2)C=C(C1)OC